C(C)(C)(C)OC(=O)N1C2CC(C3=CC(=C(N=C13)C(OC)OC)C=O)C2 7-(dimethoxymethyl)-6-formyl-3,4-dihydro-2,4-methylene-1,8-naphthyridine-1(2H)-carboxylic acid tert-butyl ester